C(C)(C)(C)OC(=O)N1CC2CC2(CC1)C1=NC(=CC=C1)OCC1=C(C=C(C=C1)C#N)F 6-(6-((4-cyano-2-fluorobenzyl)oxy)pyridin-2-yl)-3-azabicyclo[4.1.0]Heptane-3-carboxylic acid tert-butyl ester